ClC=1C=CC(=NC1)N1C(N([C@H](C1)C#N)C1=CN=CC2=CC=CC=C12)=O |r| Racemic-1-(5-chloropyridin-2-yl)-3-(isoquinolin-4-yl)-2-oxoimidazoline-4-carbonitrile